CC1(NC(CCC1NC1=CC(=C(C=C1C(=O)N)C(=O)N)NC1C(NC(CC1)(C)C)(C)C)(C)C)C bis(2,2,6,6-tetramethyl-3-piperidinylamino)-isophthalamide